3-chloro-1,1,1,5,5,5-hexamethyltrisiloxane Cl[SiH](O[Si](C)(C)C)O[Si](C)(C)C